(2R,4s,6S)-6-(4-(4-isopropylpiperazine-1-carbonyl)phenyl)-7-((5-methoxy-7-methyl-1H-indol-4-yl)methyl)-7-azaspiro[3.5]nonane-2-carbonitrile C(C)(C)N1CCN(CC1)C(=O)C1=CC=C(C=C1)[C@@H]1CC2(CC(C2)C#N)CCN1CC1=C2C=CNC2=C(C=C1OC)C